ClC1=C(C=CC=C1)[C@H]1CC[C@H](N1C(=O)C1=CC=C(C=C1)C1=CC(=CC=C1)F)C(=O)O (2S,5R)-5-(2-chlorophenyl)-1-(3'-fluoro-[1,1'-biphenyl]-4-carbonyl)pyrrolidine-2-carboxylic acid